OC(CN1C=NC2=C1C=C(C=C2)O)(C)C 1-(2-hydroxy-2-methylpropyl)-1H-benzimidazol-6-ol